(3,5-dichloro-4-(2-fluoro-3-(1-(4-fluorophenyl)ethyl)-4-hydroxybenzyl)phenyl)glycine ClC=1C=C(C=C(C1CC1=C(C(=C(C=C1)O)C(C)C1=CC=C(C=C1)F)F)Cl)NCC(=O)O